4,6-dihydroxy-1,3-phenylenediamine dihydrochloride Cl.Cl.OC1=C(C=C(C(=C1)O)N)N